(R)-N-[(6S)-2-chlorospiro[4,6-dihydrocyclopenta[d]thiazole-5,4'-piperidin]-6-yl]-2-Methyl-propane-2-sulfinamide ClC=1SC2=C(N1)CC1(CCNCC1)[C@@H]2N[S@](=O)C(C)(C)C